ClC=1C=C(C=CC1Cl)NC(=O)[C@H]1[C@H]2C[C@@H]([C@@H]([C@@H]1C1=CC(=NC=C1)C)O2)F (1R,2R,3S,4R,5S)-N-(3,4-dichlorophenyl)-5-fluoro-3-(2-methylpyridin-4-yl)-7-Oxabicyclo[2.2.1]Heptane-2-carboxamide